C(C)(C)(C)OC(=O)N1CCN(CC1)C=1C=NN2C1C=CC(=C2)C2CC2 4-{6-Cyclopropylpyrazolo[1,5-a]pyridin-3-yl}piperazine-1-carboxylic acid tert-butyl ester